4-(2-ethylhexyloxycarbonyl)anilinol C(C)C(COC(=O)C1=CC=C(NO)C=C1)CCCC